N1(CCC1)C1=CC2=C(C=C(O2)C(=O)NS(=O)(=O)C2=C(C=CC(=C2)C(C)C)OCC2C(C2)(F)F)C(=C1)F 6-(Azetidin-1-yl)-N-((2-((2,2-difluorocyclopropyl)methoxy)-5-isopropylphenyl)sulfonyl)-4-fluorobenzofuran-2-carboxamide